2,2'-(2,5-thiophenediyl)bis(5-tert-butylbenzoxazole) S1C(=CC=C1C=1OC2=C(N1)C=C(C=C2)C(C)(C)C)C=2OC1=C(N2)C=C(C=C1)C(C)(C)C